C(C(C)C)C1=CC(=C(C=C1)CCC=[N+](CC(CCCCCCCCC)C)[O-])C 3-(4-isobutyl-2-methylphenyl)-N-(2-methylundecyl)propan-1-imine oxide